2'-ethoxy-5-(6-((4-fluoro-2-(trifluoromethyl)phenyl)amino)-2-azaspiro[3.4]octan-2-yl)-N-(1-methylazetidin-3-yl)-[2,3'-bipyridine]-6-carboxamide formate C(=O)O.C(C)OC1=NC=CC=C1C1=NC(=C(C=C1)N1CC2(C1)CC(CC2)NC2=C(C=C(C=C2)F)C(F)(F)F)C(=O)NC2CN(C2)C